ClC=1C(=C(C=CC1)NC(=O)C1=CC(=CC=2N(C=NC21)CC)NC(=O)C2=C(C=CC=C2)C(F)(F)F)C N-(3-chloro-2-methylphenyl)-1-ethyl-6-({[2-(trifluoromethyl)phenyl]carbonyl}amino)-1H-benzoimidazole-4-carboxamide